C(C)(C)(C)OC(=O)NC=1C=C2[C@]3(CCC[C@@]([C@@H]3CCC2=CC1)(C(=O)OC)C)C Methyl (1S,4aS,10aR)-6-((tert-butoxycarbonyl)amino)-1,4a-dimethyl-1,2,3,4,4a,9,10,10a-octahydrophenanthrene-1-carboxylate